ClC1=NC2=CC=CC(=C2N=C1)Cl 2,5-dichloro-quinoxaline